CN1C(=NC2=C(C=C(C=C2C1=O)C)C(C)=N[S@](=O)C(C)(C)C)C1(CCOCC1)C (R)-N-(1-(3,6-dimethyl-2-(4-methyltetrahydro-2H-pyran-4-yl)-4-oxo-3,4-dihydroquinazolin-8-yl)ethylidene)-2-methylpropane-2-sulfinamide